F[C@@H]1[C@@H]([C@@H](N(C1)C(=O)C1OCC1)CC=1C(=C(C=CC1)C1=C(C=CC(=C1)F)F)F)NS(=O)(=O)C1CC1 N-{(2S,3R,4S)-4-fluoro-1-(oxetane-2-carbonyl)-2-[(2,2',5'-trifluoro[1,1'-biphenyl]-3-yl)methyl]pyrrolidin-3-yl}-cyclopropanesulfonamide